4-(2-bromo-5-(3-(1-methyl-1H-pyrazol-3-yl)phenyl)pyrazolo[1,5-a]pyrimidin-7-yl)morpholine BrC1=NN2C(N=C(C=C2N2CCOCC2)C2=CC(=CC=C2)C2=NN(C=C2)C)=C1